Iso-octyl alcohol C(CCCCC(C)C)O